Cl.CC1(CC1)N1CCC(CC1)N 1-(1-methylcyclopropyl)piperidin-4-amine hydrochloride